N-(4-fluorophenyl)-2-(3-{[6-(trifluoromethyl)pyrimidin-4-yl]amino}bicyclo[1.1.1]pentan-1-yl)propanamide FC1=CC=C(C=C1)NC(C(C)C12CC(C1)(C2)NC2=NC=NC(=C2)C(F)(F)F)=O